2-piperazin-1-ylethyl 6-[6-[5-(6-methyl-2-pyridyl)-1H-imidazol-4-yl]-3-quinolyl]pyridine-3-carboxylate CC1=CC=CC(=N1)C1=C(N=CN1)C=1C=C2C=C(C=NC2=CC1)C1=CC=C(C=N1)C(=O)OCCN1CCNCC1